(R)-6-(2-amino-3-phenylpropoxy)isoquinoline-5-carboxylic acid methyl ester dihydrochloride Cl.Cl.COC(=O)C=1C=2C=CN=CC2C=CC1OC[C@@H](CC1=CC=CC=C1)N